((benzhydryl)amino)-1,3,4,5-tetrahydro-2H-benzo[d]azepin-2-one C(C1=CC=CC=C1)(C1=CC=CC=C1)NC1C(NCCC2=C1C=CC=C2)=O